FC1=C(N=CC2=C1N=C(N=C2N2C[C@@](CCC2)(O)C)OC[C@]21CCCN1C[C@@H](C2)F)C2=C1C=NNC1=CC(=C2C=C)C (3R)-1-(8-fluoro-2-(((2R,7aS)-2-fluorotetrahydro-1H-pyrrolizin-7a(5H)-yl)methoxy)-7-(6-methyl-5-vinyl-1H-indazol-4-yl)pyrido[4,3-d]pyrimidin-4-yl)-3-methylpiperidin-3-ol